(3R)-ethyl-6,8-dihydroxy-7-methyl-3,4-dihydroisocoumarin C(C)[C@H]1OC(=O)C2=C(C(=C(C=C2C1)O)C)O